3-Bromo-2-fluorobenzene-1-diazonium tetrafluoroborate F[B-](F)(F)F.BrC=1C(=C(C=CC1)[N+]#N)F